C(C)N1N=CC=C1C(=O)N[C@H](C=1N=C2N(N=C(C=N2)C[C@@H]2C(NC[C@@H](C2)C(F)(F)F)=O)C1)C1CCC(CC1)C 1-ethyl-N-((1S)-((1R,4S)-4-methylcyclohexyl)(2-(((3R,5R)-2-oxo-5-(trifluoromethyl)piperidin-3-yl)methyl)imidazo[1,2-b][1,2,4]triazin-6-yl)methyl)-1H-pyrazole-5-carboxamide